Cl.CN1CC(CC1)C1CCN(CC1)C(=O)Cl 4-(1-methylpyrrolidine-3-yl)piperidineformyl chloride hydrochloride